2,2-dimethyl-6-(5-(3-methyl-1,2,4-oxadiazol-5-yl)-4-(thiazol-2-ylmethylamino)pyrimidin-2-ylamino)benzofuran-3(2H)-one CC1(OC2=C(C1=O)C=CC(=C2)NC2=NC=C(C(=N2)NCC=2SC=CN2)C2=NC(=NO2)C)C